C(C)(C)(C)OC(=O)N(C1=NC(=NC=C1F)NC1=CC=C2CCN(CC2=C1)C)C(=O)OC(C)(C)C di-tert-butoxycarbonyl-5-fluoro-N2-(2-methyl-1,2,3,4-tetrahydroisoquinolin-7-yl)pyrimidine-2,4-diamine